N1N=CC2=CC=C(C=C12)C1=CNC2=NC=C(C=C21)C2=CC=C(CN1CC(CCC1)O)C=C2 1-(4-(3-(1H-indazol-6-yl)-1H-pyrrolo[2,3-b]pyridin-5-yl)benzyl)piperidin-3-ol